2-(4,4-dimethylcyclohexen-1-yl)-6-(3-oxa-9-azabicyclo[3.3.1]nonan-7-yl)pyridin-3-amine CC1(CC=C(CC1)C1=NC(=CC=C1N)C1CC2COCC(C1)N2)C